N1-(2-(tert-butyl)phenyl)-N4,N4-dimethylbenzene-1,4-disulfonamide C(C)(C)(C)C1=C(C=CC=C1)NS(=O)(=O)C1=CC=C(C=C1)S(=O)(=O)N(C)C